BrC=1C=C(C=C(C1)C)C1OC2=C(C1)C=C(C=C2)C(F)(F)F 2-(3-bromo-5-methylphenyl)-5-(trifluoromethyl)-2,3-dihydrobenzofuran